N-((6S,7S)-6-((2,3'-difluoro-[1,1'-biphenyl]-3-yl)methyl)-5-azaspiro[2.4]heptan-7-yl)-1,1-difluoromethanesulfonamide hydrochloride Cl.FC1=C(C=CC=C1C[C@@H]1NCC2(CC2)[C@@H]1NS(=O)(=O)C(F)F)C1=CC(=CC=C1)F